N-[(2-chlorophenyl)methyl]-1-[5-(pyridin-4-yl)-1H-pyrazole-3-carbonyl]piperidine-4-carboxamide ClC1=C(C=CC=C1)CNC(=O)C1CCN(CC1)C(=O)C1=NNC(=C1)C1=CC=NC=C1